C1(CC1)CNC(=O)C1=NC(=CC=C1)N1CCN(CCC1)C1CCN(CC1)CC1=C(C=CC=C1)C N-(Cyclopropylmethyl)-6-(4-{1-[(2-methylphenyl)methyl]piperidin-4-yl}-1,4-diazepan-1-yl)pyridine-2-carboxamide